ClC1=CC=C2C(=N1)C=C(N2COCC[Si](C)(C)C)C(C)=O 1-[5-chloro-1-(2-trimethylsilylethoxymethyl)pyrrolo[3,2-b]pyridin-2-yl]ethanone